3-(2-amino-1-methyl-1H-benzo[d]imidazol-4-yl)-6-(methylsulfonyl)-2-(2H-tetrazol-5-yl)benzenesulfonamide NC1=NC2=C(N1C)C=CC=C2C=2C(=C(C(=CC2)S(=O)(=O)C)S(=O)(=O)N)C=2N=NNN2